CC=1C=C(C=CC1C)C=CC1=CC(=C(C=C1)C)C 1,2-bis(3,4-dimethylphenyl)ethaneN